(1R,3R)-5-(2-((1R,3aS,7aR,E)-1-((R)-1-(4-(difluoromethyl)piperidin-1-yl)propan-2-yl)-7a-methyl-octahydro-4H-inden-4-ylidene)ethylidene)cyclohexane-1,3-diol FC(C1CCN(CC1)C[C@H](C)[C@H]1CC[C@H]2\C(\CCC[C@]12C)=C\C=C1C[C@H](C[C@@H](C1)O)O)F